[Si](C)(C)(C(C)(C)C)O[C@@H](C(=O)OC(C)(C)C)COC=1C=C2C=CC(=NC2=CC1)NCCN(C)C tert-butyl (R)-2-((tert-butyldimethylsilyl)oxy)-3-((2-((2-(dimethylamino)-ethyl)amino)quinolin-6-yl)oxy)propanoate